C1=NC=CC2=CC=C(C=C12)C1=CC(=NN1C)NS(=O)(=O)C1=CC(=CC=C1)C(F)(F)F N-(5-(isoquinolin-7-yl)-1-methyl-1H-pyrazol-3-yl)-3-(trifluoromethyl)benzenesulfonamide